N-[3-Fluoro-4-[(6-methoxy-1,5-naphthyridin-4-yl)oxy]phenyl]-5-(4-fluorophenyl)-6-methyl-4-oxo-1-propan-2-ylpyridine-3-carboxamide FC=1C=C(C=CC1OC1=CC=NC2=CC=C(N=C12)OC)NC(=O)C1=CN(C(=C(C1=O)C1=CC=C(C=C1)F)C)C(C)C